BrC1=CC=C(C(=N1)C)Br 6-bromo-2-methyl-3-bromopyridine